2,4-dibromo-5-cyclopropyl-1-methyl-1H-imidazole BrC=1N(C(=C(N1)Br)C1CC1)C